[Na+].C(OC(C)(C)C)([O-])=O mono-t-butyl carbonate sodium salt